N'-(2-cyclopropylacetyl)-5-(5-(3,5-dichloro-4-fluorophenyl)-5-(trifluoromethyl)-4,5-dihydroisoxazol-3-yl)-3-methyl-5,6-dihydro-4H-thieno[2,3-c]pyrrole-2-carbohydrazide C1(CC1)CC(=O)NNC(=O)C1=C(C2=C(CN(C2)C2=NOC(C2)(C(F)(F)F)C2=CC(=C(C(=C2)Cl)F)Cl)S1)C